I(=O)(=O)O.C(C1=CC=CC=C1)#N benzonitrile iodate